BrC1=NC2=NC(=NC(=C2N1C1CC(C1)OC)N1CC2CCC(C1)N2C(=O)OC(C)(C)C)OC[C@]21CCCN1C[C@@H](C2)F tert-butyl 3-[8-bromo-2-{[(2R,7aS)-2-fluorotetrahydro-1H-pyrrolizin-7a(5H)-yl]methoxy}-7-(3-methoxycyclobutyl)-7H-purin-6-yl]-3,8-diazabicyclo[3.2.1]octane-8-carboxylate